5-(2-amino-[1,2,4]triazolo[1,5-a]pyridin-7-yl)-2-methoxy-N-(3-(trifluoromethoxy)benzyl)nicotinamide NC1=NN2C(C=C(C=C2)C=2C=NC(=C(C(=O)NCC3=CC(=CC=C3)OC(F)(F)F)C2)OC)=N1